NC=1C(=C(C(=CC1)Cl)C1CCC=2N(C1)C=NC2C(=O)NC)F 6-(3-amino-6-chloro-2-fluorophenyl)-N-methyl-5H,6H,7H,8H-imidazo[1,5-a]pyridine-1-carboxamide